Agmatin NC(NCCCCN)=N